Cl.CC(C)C 2-methylpropane hydrochloride